F\C(\C(=O)O)=C/OC1=CC2=C(N(CC(CS2(=O)=O)(CCC)C)C2=CC=CC=C2)C=C1SC rac-(Z)-2-fluoro-3-((3-methyl-7-(methylsulfanyl)-1,1-dioxo-5-phenyl-3-propyl-2,3,4,5-tetrahydro-1,5-benzothiazepin-8-yl)oxy)acrylic acid